COC([C@@H](N[N+](=O)[O-])CCCNC(N)=N)=O N-Nitroarginine methyl ester